C(C1=CC=CC=C1)(C1=CC=CC=C1)C1=C(/C(/OC1=O)=N/C1CCC(CC1)C)CC(=O)OCC Ethyl (Z)-2-(4-benzhydryl-2-((4-methylcyclohexyl)imino)-5-oxo-2,5-dihydrofuran-3-yl)acetate